7-[(1H-imidazol-1-yl)methyl]-9H-carbazole N1(C=NC=C1)CC1=CC=C2C=3C=CC=CC3NC2=C1